N-[(2R)-2-fluoro-3-hydroxy-3-methyl-butyl]Pyridine-3-carboxamide F[C@H](CNC(=O)C=1C=NC=CC1)C(C)(C)O